tert-Butyl pyridin-3-ylcarbamate N1=CC(=CC=C1)NC(OC(C)(C)C)=O